CC1=C(C=CC=C1C1=NN=C(O1)C=1C=C(CN2[C@@H](CCCC2)C(=O)O)C=CC1)C1=CC=CC=C1 (S)-1-(3-(5-(2-methyl-[1,1'-biphenyl]-3-yl)-1,3,4-oxadiazol-2-yl)benzyl)piperidine-2-carboxylic acid